[N+](=O)([O-])C1=C(C=2C(=NSN2)C(=C1[N+](=O)[O-])C=1SC(=C2OCCOC21)C=2SC=CC2)C=2SC(=C1OCCOC12)C=1SC=CC1 5,6-dinitro-4,7-bis(7-(thiophene-2-yl)-2,3-dihydrothieno[3,4-b][1,4]dioxin-5-yl)benzo[c][1,2,5]thiadiazole